2-chloro-4-[[5-(2-chloro-4-methyl-phenoxy)-4-methyl-3-pyridyl]oxy]-3-fluoro-pyridine ClC1=NC=CC(=C1F)OC=1C=NC=C(C1C)OC1=C(C=C(C=C1)C)Cl